CN1C2=C(OC3(CCC(C(C3)(C)C)=O)C1)C=CC=C2 4,5',5'-trimethyl-4'-oxo-3,4-dihydrospiro[benzo[b][1,4]oxazine-2,1'-cyclohexan]